C[C@H]1CC[C@@H](N(C1)C(=O)OC(C)(C)C)C1CNCCC1 tert-butyl (2R,5S)-5-methyl-2-(3-piperidyl)piperidine-1-carboxylate